O=C1C=2C=CC=NC2C=C(N1)C(=O)OC methyl 5-oxo-5,6-dihydro-[1,6]naphthyridine-7-carboxylate